N1CCC2=C(C=CC=C12)CC1C(CN(CC1)C1CCC2(CCN(CC2)C(=O)OC(C)(C)C)CC1)(F)F Tert-butyl 9-[4-(2,3-dihydro-1H-indol-4-ylmethyl)-3,3-difluoropiperidin-1-yl]-3-azaspiro[5.5]undecane-3-carboxylate